bis(dimethylamino)dimethyltin CN(C)[Sn](C)(C)N(C)C